(S)-6-(((5-chloro-3-ethylpyridin-2-yl)methyl)(methyl)amino)-2-((R)-2-(4-fluorophenyl)-2-methoxyethyl)-N-hydroxyhexanamide ClC=1C=C(C(=NC1)CN(CCCC[C@H](C(=O)NO)C[C@@H](OC)C1=CC=C(C=C1)F)C)CC